2-bromomethoxypyrazine BrCOC1=NC=CN=C1